[B].[La].[Ca].O1CC(CC1)N[C@H](CO)C=C (2S)-2-(oxolan-3-ylamino)but-3-en-1-ol calcium-lanthanum-boron